N1(CCCCC1)C1=CCN(C2=NC=CC=C12)CCN 4-(1-piperidinyl)-N-(2-aminoethyl)-1,8-naphthyridine